FC1=CC=C(C=C1)N1CCC2(C1=NC1=CN=CC=C1C2=O)O 1-(4-fluorophenyl)-3a-hydroxy-1H,2H,3H,3aH,4H-pyrrolo[2,3-b]1,7-naphthyridin-4-one